1-methyl-N-(2-(2-methylpyridin-4-yl)-1H-pyrrolo[3,2-c]pyridin-6-yl)-1H-pyrazole-4-carboxamide CN1N=CC(=C1)C(=O)NC1=CC2=C(C=N1)C=C(N2)C2=CC(=NC=C2)C